4-((1S,2S)-2-(difluoromethyl)cyclopropyl)pyrrole FC([C@@H]1[C@H](C1)C=1C=CNC1)F